bis(2-aminoethyl)urea NCCNC(NCCN)=O